C(C(C)(C)C)(=O)OCOC(=O)OC1=CC=C(C=C1)[N+](=O)[O-] (((4-Nitrophenoxy)carbonyl)oxy)methyl pivalate